N(=C=S)C(CCCN=C=S)N=C=O 1,4-diisothiocyanobutyl isocyanate